3-isopropyl-6-methoxyimidazo[1,2-a]pyridinium bromide [Br-].C(C)(C)C1=C[NH+]=C2N1C=C(C=C2)OC